NC1=CC=C(C=N1)C1=C2C=CN(C(C2=CN=C1)=O)CC=1N=C2N(C=C(C=C2)C)C1 5-(6-aminopyridin-3-yl)-2-((6-methylimidazo[1,2-a]pyridin-2-yl)methyl)-2,7-naphthyridin-1(2H)-one